NC[C@H](NC(=O)C=1N(C2=CC=C(C(=C2C1)Cl)Cl)C)C1=CC=C(C(=O)O)C=C1 |r| (±)-4-(2-Amino-1-(4,5-dichloro-1-methyl-1H-indole-2-carboxamido)ethyl)benzoic acid